diphenylethanedione dimethyl acetal COC(C(=O)C1=CC=CC=C1)(C1=CC=CC=C1)OC